6-(Oxetan-3-yl)thieno[2,3-d]pyrimidin-4(3H)-one O1CC(C1)C1=CC2=C(N=CNC2=O)S1